COC1=C(C(C=CC1=O)=O)OC dimethoxybenzoquinone